4-fluoro-N-(2-methoxy-5-(4-(8-((E)-4-oxopent-2-enoyl)-3,8-diazabicyclo[3.2.1]octan-3-yl)quinazolin-6-yl)pyridin-3-yl)benzene-sulfonamide FC1=CC=C(C=C1)S(=O)(=O)NC=1C(=NC=C(C1)C=1C=C2C(=NC=NC2=CC1)N1CC2CCC(C1)N2C(\C=C\C(C)=O)=O)OC